OC=1C=C2CC[C@@H]([C@@H](C2=CC1)C1=CC=C(C=C1)N1CCC(CC1)CN1CCN(CC1)C=1C=C2CN(C(C2=CC1)=O)[C@H]1CNCCC1)C1CCOCC1 (R)-3-(5-(4-((1-(4-((1R,2R)-6-Hydroxy-2-(tetrahydro-2H-pyran-4-yl)-1,2,3,4-tetrahydronaphthalen-1-yl)phenyl)piperidin-4-yl)methyl)piperazin-1-yl)-1-oxoisoindolin-2-yl)piperidine